6-Ethyl-3-(5-fluoro-3-pyridinyl)-6-methyl-1,2,3,7-tetrahydropyrazolo[1,2-a]pyrazol-5-one C(C)C1(C(N2N(C1)CCC2C=2C=NC=C(C2)F)=O)C